CC1=C(OC2=CC=C(C=C2)OC2=CC=C(C=C2)OC2=C(C=C(C=C2)N)C)C=CC(=C1)N bis[4-(2-methyl-4-aminophenoxy) phenyl] ether